C(C1=CC=CC=C1)OC1=C(C=CC=C1F)N1[C@H](C2(C1=O)CCCC2)C2=CC(=C(C=C2OC)N2CCC(CC2)CN2CCN(CC2)C(=O)OCC2=CC=CC=C2)F benzyl (S)-4-((1-(4-(2-(2-(benzyloxy)-3-fluorophenyl)-3-oxo-2-azaspiro[3.4]octan-1-yl)-2-fluoro-5-methoxyphenyl)piperidin-4-yl)methyl)piperazine-1-carboxylate